tert-Butyl (S)-3-(3-(2,2-dimethoxyethyl)ureido)-2-(4-fluoro-3,5-dimethylphenyl)-4-methyl-2,4,6,7-tetrahydro-5H-pyrazolo[4,3-c]pyridine-5-carboxylate COC(CNC(NC=1N(N=C2C1[C@@H](N(CC2)C(=O)OC(C)(C)C)C)C2=CC(=C(C(=C2)C)F)C)=O)OC